CN(C(=O)NC=1SC=CN1)C1=CC=2OC(C(=CC2S1)C(=O)O)=O 2-(1-methyl-3-(thiazol-2-yl)ureido)-5-oxo-5H-thieno[3,2-b]pyran-6-carboxylic acid